S-p-Tolyl tetrahydro-2H-pyran-4-carbothioate O1CCC(CC1)C(SC1=CC=C(C=C1)C)=O